(R)-3-(3-methoxyphenyl)isoxazolidine COC=1C=C(C=CC1)[C@@H]1NOCC1